calcium hypobromite Br[O-].[Ca+2].Br[O-]